2-((2-((2-(3-(2-((2-aminoethyl)amino)ethyl)-2-oxoimidazolidin-1-yl)ethyl)amino)ethyl)amino)acetonitrile NCCNCCN1C(N(CC1)CCNCCNCC#N)=O